tert-Butyl 5-{[(4R)-1-{[4,4-difluoro-1-(4-methoxyphenyl)cyclohexyl]carbonyl}-4-fluoro-D-prolyl]amino}-1H-pyrazolo[4,3-b]pyridine-1-carboxylate FC1(CCC(CC1)(C1=CC=C(C=C1)OC)C(=O)N1[C@H](C[C@H](C1)F)C(=O)NC1=CC=C2C(=N1)C=NN2C(=O)OC(C)(C)C)F